6-methyl-5-(7-(tetrahydro-2H-pyran-4-yl)thieno[3,2-c]pyridazin-3-yl)benzofuran-4-ol CC=1C=C2C(C=CO2)=C(C1C1=CC2=C(N=N1)C(=CS2)C2CCOCC2)O